4-(((Z)-3-(4-chlorophenyl)-5-((Z)-7-fluoro-2-oxoindoline-3-ylidene)-4-oxothiazolidin-2-ylidene)amino)benzenesulphonamide ClC1=CC=C(C=C1)N1/C(/S\C(\C1=O)=C\1/C(NC2=C(C=CC=C12)F)=O)=N/C1=CC=C(C=C1)S(=O)(=O)N